4-fluoro-N-(5-(2-fluoro-6-methoxyphenyl)-1H-pyrazolo[3,4-c]pyridin-3-yl)benzamide FC1=CC=C(C(=O)NC2=NNC3=CN=C(C=C32)C3=C(C=CC=C3OC)F)C=C1